C1(CC1)C1=C(C(=NO1)C=1C(=NC=CC1)C(F)(F)F)C1=CC2(C1)CCN(CC2)C=2C=C1C(=CC(=NC1=CC2)C(=O)NS(=O)(=O)C2CC2)OC(F)F 6-(2-(5-cyclopropyl-3-(2-(trifluoromethyl)pyridin-3-yl)isoxazol-4-yl)-7-azaspiro[3.5]non-1-en-7-yl)-N-(cyclopropylsulfonyl)-4-(difluoromethoxy)quinoline-2-carboxamide